(S)-5-((4-(4-amino-3-(4-phenoxyphenyl)-1H-pyrazolo[3,4-d]pyrimidin-1-yl)piperidin-1-yl)methyl)-2-(2,6-dioxopiperidin-3-yl)isoindoline-1,3-dione NC1=C2C(=NC=N1)N(N=C2C2=CC=C(C=C2)OC2=CC=CC=C2)C2CCN(CC2)CC=2C=C1C(N(C(C1=CC2)=O)[C@@H]2C(NC(CC2)=O)=O)=O